C(=O)(OCC1C2=CC=CC=C2C2=CC=CC=C12)C(CCCC)(N)N Fmoc-pentanediamine